COC=1C=C2CCCC(C2=CC1)O 6-methoxy-1,2,3,4-tetrahydronaphthalen-1-ol